BrC1=C(C=C(C=C1)CO)C (4-bromo-3-methyl-phenyl)methanol